C(C)(C)(C)OC(=O)N1C[C@@H]2C([C@@H]2C1)N (1R,5S)-6-amino-3-azabicyclo[3.1.0]Hexane-3-carboxylic acid tert-butyl ester